3-aminomethyl-4-(4-fluorobenzyl)morpholine methyl-2-(5'-fluoro-6'-(1-fluorocyclopropyl)-1'-oxo-1'H-spiro[cyclopropane-1,4'-isoquinolin]-2'(3'H)-yl)acetate COC(CN1C(C2=CC=C(C(=C2C2(C1)CC2)F)C2(CC2)F)=O)=O.NCC2N(CCOC2)CC2=CC=C(C=C2)F